3-(3-fluorophenyl)-2-(2,2,2-trifluoroacetylamino)propanamide FC=1C=C(C=CC1)CC(C(=O)N)NC(C(F)(F)F)=O